S(CCC(=O)O)CCC(=O)O.C(CCCCCCCCCCCCC)O.C(CCCCCCCCCCCCC)O Di(tetradecanol) thiodipropionate